S(=O)(=O)(C(F)(F)F)OC1=C(C=CC2=CC=CC=C12)[N+](=O)[O-] nitronaphthol triflate